BrC1=C(C(=CC(=C1)[N+](=O)[O-])O)O 3-bromo-5-nitrobenzene-1,2-diol